NCC1=C(C=CC(=C1)F)C1=CC=C(S1)C(C)NC1=NC(=NC2=CC(=C(C=C12)OC)OC)C N-[1-{5-[2-(aminomethyl)-4-fluorophenyl]thiophen-2-yl}ethyl]-6,7-dimethoxy-2-methylquinazolin-4-amine